BrCC=1C=C(C=CC1)CC(=O)OCC ethyl 3-bromomethylphenylacetate